[Pt](Cl)Cl.C1(=CC=CC=C1)C1=CC=CC(=N1)C1=NC=CC=C1 6-phenyl-2,2'-bipyridine platinum (II) chloride